ClC1=CC=C(C=C1)COCC=1C=C(N(N1)C1=NC=CC=C1Cl)C(=O)NC1=C(C=C2C=NNC2=C1C(=O)N)C 6-[[5-[(4-chlorophenyl)methoxymethyl]-2-(3-chloro-2-pyridyl)pyrazole-3-carbonyl]amino]-5-methyl-1H-indazole-7-carboxamide